2-(4-((3-(4-ethylphenyl)-2-oxo-2,3-dihydro-1H-imidazol-1-yl)methyl)-2,6-dimethylphenoxy)-2-methylpropanoic acid ethyl ester C(C)OC(C(C)(C)OC1=C(C=C(C=C1C)CN1C(N(C=C1)C1=CC=C(C=C1)CC)=O)C)=O